CC1(COC1)COCCCCCCCCCC1OC1 3-methyl-3-(((9-(oxiran-2-yl)nonyl)oxy)methyl)oxetan